C(C)(C)(C)OC(=O)N1CC2(C1)CN(C2)C2=NC=C(C=C2)C(F)(F)F 6-[5-(trifluoromethyl)-2-pyridinyl]-2,6-diazaspiro[3.3]heptane-2-carboxylic acid tert-butyl ester